C(C1=CC=CC=C1)N1C(C=2C=C(C(=NC2C=C1)C)C(=O)NCC=1C=NN(C1)C)=O 6-benzyl-2-methyl-N-((1-methyl-1H-pyrazol-4-yl)methyl)-5-oxo-5,6-dihydro-1,6-naphthyridine-3-carboxamide